magnesium methylnaphthalenedisulfonate COS(=O)(=O)C=1C(=CC=C2C=CC=CC12)S(=O)(=O)[O-].[Mg+2].COS(=O)(=O)C=1C(=CC=C2C=CC=CC12)S(=O)(=O)[O-]